(3,4,5-trifluorophenyl) borate B(OC1=CC(=C(C(=C1)F)F)F)([O-])[O-]